FC(C(=O)OIOC(C(F)F)=O)F bis(2,2-difluoroacetoxy)Iodine